oxaziran O1NC1